N-(2-((R)-3,4-dimethylpiperazin-1-yl)-4-methoxy-5-((6-((R)-3-(3-phenoxyphenyl)-isoxazolidin-2-yl)-pyrimidin-4-yl)-amino)phenyl)-acrylamide C[C@@H]1CN(CCN1C)C1=C(C=C(C(=C1)OC)NC1=NC=NC(=C1)N1OCC[C@@H]1C1=CC(=CC=C1)OC1=CC=CC=C1)NC(C=C)=O